5-(4-amino-2-{4-[(2-fluoroacrylamino)]phenyl}-7-{[(2S)-tetrahydrofuran-2-yl]ethynyl}-1-methylpyrrolo[3,2-c]pyridin-3-yl)-3-chloro-N-[(fluorocyclopropyl)methyl]pyridine-2-carboxamide NC1=NC=C(C2=C1C(=C(N2C)C2=CC=C(C=C2)NC(=O)C(=C)F)C=2C=C(C(=NC2)C(=O)NCC2(CC2)F)Cl)C#C[C@H]2OCCC2